2-(methylamino)pent-4-ynoic acid CNC(C(=O)O)CC#C